IC1=NN(C=2N=C(NC(C21)=O)C)C(C)C2=CC=C(C=C2)C(F)(F)F 3-Iodo-6-Methyl-1-(1-(4-(Trifluoromethyl)Phenyl)Ethyl)-1H-Pyrazolo[3,4-d]Pyrimidin-4(5H)-One